C1(CC1)N1C([C@@H]2CC[C@H](C1)N2C(=O)OC(C)(C)C)=O tert-butyl (1S,5R)-3-cyclopropyl-2-oxo-3,8-diazabicyclo[3.2.1]octane-8-carboxylate